t-butyl ((1r,3r)-3-aminocyclobutyl)carbamate NC1CC(C1)NC(OC(C)(C)C)=O